N,N-Dimethyl-Cyclohexylamine CN(C)C1CCCCC1